FC=1C(=NC(=NC1)NC1=NC=C(C=C1)C1CCN(CC1)C)C1=CC2=C(C3(N(C2=O)C)CCCC3)S1 2'-(5-Fluoro-2-((5-(1-methylpiperidin-4-yl)pyridin-2-yl)amino)pyrimidin-4-yl)-5'-methyl-spiro[cyclopentane-1,6'-thieno[2,3-c]pyrrol]-4'(5'H)-one